FC1(CCC(CC1)N1N=CC2=C1N=C(NC2=O)SCC(=O)NC=2SC(=NN2)Cl)F 2-((1-(4,4-Difluorocyclohexyl)-4-oxo-4,5-dihydro-1H-pyrazolo[3,4-d]pyrimidin-6-yl)thio)-N-(5-chloro-1,3,4-thiadiazol-2-yl)acetamid